ClC1=CC=C(C=C1)C1=NN(CC1C1=CC=CC=C1)S(=O)(=O)C1=CC(=CC=C1)Cl 3-(4-chlorophenyl)-N-((3-chlorophenyl)sulfonyl)-4-phenyl-4,5-dihydro-1H-pyrazole